N[C@H](C(=O)O)CCNC(=O)C1=NOC=C1 (S)-2-Amino-4-(isoxazole-3-carboxamido)butanoic acid